1-[6-[6-[N-cyclopropyl-S-(trifluoromethyl)sulfonimidoyl]-3-methyl-imidazo[4,5-b]pyridin-2-yl]-5-ethylsulfonyl-3-pyridyl]cyclopropanecarbonitrile C1(CC1)N=S(=O)(C(F)(F)F)C=1C=C2C(=NC1)N(C(=N2)C2=C(C=C(C=N2)C2(CC2)C#N)S(=O)(=O)CC)C